trimethylsilyl-acetylene magnesium chloride [Cl-].[Mg+2].C[Si](C)(C)C#C.[Cl-]